2-(N-(4-(4-(2-(4,4-difluoropiperidin-1-yl)-6-methylpyrimidin-4-yl)-1H-1,2,3-triazol-1-yl)-3-(6-azaSpiro[2.5]octan-6-yl)phenyl)sulfamoyl)acetate FC1(CCN(CC1)C1=NC(=CC(=N1)C=1N=NN(C1)C1=C(C=C(C=C1)NS(=O)(=O)CC(=O)[O-])N1CCC2(CC2)CC1)C)F